Secondary Butanethiol C(C)(CC)S